3,5,7-trihydroxy-1-adamantyl methacrylate C(C(=C)C)(=O)OC12CC3(CC(CC(C1)(C3)O)(C2)O)O